CN1N=NC=C1[Sn](CCCC)(CCCC)CCCC 1-methyl-5-(tributylstannyl)-1,2,3-triazole